O1CCC2=C1C=CC(=C2)CCCC=2C(N2)C(=O)OCC Ethyl 3-(3-(2,3-dihydrobenzofuran-5-yl)propyl)-2H-azirine-2-carboxylate